tert-Butyl 9-(3-bromo-5-methyl-4-oxo-1-((2-(trimethylsilyl)ethoxy)methyl)-4,5-dihydro-1H-pyrazolo[3,4-d]pyrimidin-6-yl)-3,9-diazabicyclo[3.3.1]nonane-3-carboxylate BrC1=NN(C=2N=C(N(C(C21)=O)C)N2C1CN(CC2CCC1)C(=O)OC(C)(C)C)COCC[Si](C)(C)C